COC1=C(C=CC(=C1)OC)CN(S(=O)(=O)C1=C(C=CC=C1OC)OC)C1=NOC2=C1C(=CC(=C2)CC=2OC=CN2)OC N-[(2,4-dimethoxyphenyl)methyl]-2,6-dimethoxy-N-{4-methoxy-6-[(1,3-oxazol-2-yl)methyl]-1,2-benzoxazol-3-yl}benzene-1-sulfonamide